CC1=C(C(=CC(=C1)C(C1=CC=CC=C1)C1=CC=CC=C1)C(C1=CC=CC=C1)C1=CC=CC=C1)N=C1C(C2=CC=C(C3=CC=CC1=C23)C2=CC=CC=C2)=NC2=C(C=C(C=C2C(C2=CC=CC=C2)C2=CC=CC=C2)C(C2=CC=CC=C2)C2=CC=CC=C2)C N,N'-bis[2-methyl-4,6-bis(benzhydryl)phenyl]-5-phenyl-acenaphthene-1,2-diimine